The molecule is an amino-nitrotoluene that is 4,6-dinitrotoluene substituted at position 2 by an amino group. It has a role as an explosive and a fungal xenobiotic metabolite. CC1=C(C=C(C=C1[N+](=O)[O-])[N+](=O)[O-])N